(6aR,7R,10aS)-2-(6,7-dihydro-5H-cyclopenta[b]pyridin-4-yl)-4-(2-fluorophenyl)-7,10a-dimethyl-8-oxo-5,6,6a,7,8,10a-hexahydrobenzo[H]quinazoline-9-carbonitrile N1=C2C(=C(C=C1)C1=NC=3[C@]4([C@H](CCC3C(=N1)C1=C(C=CC=C1)F)[C@H](C(C(=C4)C#N)=O)C)C)CCC2